N-(4-methyl-3-(7'-oxo-2'-(phenylamino)-5'H-spiro[cyclopropane-1,8'-pyrido[4,3-d]pyrimidine]-6'(7'H)-yl)phenyl)-3-(trifluoromethyl)benzamide CC1=C(C=C(C=C1)NC(C1=CC(=CC=C1)C(F)(F)F)=O)N1CC2=C(N=C(N=C2)NC2=CC=CC=C2)C2(C1=O)CC2